[Si](C)(C)(C(C)(C)C)OCC1(N(CCC1)C(=O)[O-])C(NC=1C=C2CC(CC2=C(C1)F)C(=O)OCC)=O 2-[[tert-butyl(dimethyl)silyl]oxymethyl]-2-[(2-ethoxycarbonyl-7-fluoro-indan-5-yl)carbamoyl]pyrrolidine-1-carboxylate